4-((4-((tert-butyloxycarbonyl)amino)butyl)(2-hydroxyethyl)amino)butyric acid decyl ester C(CCCCCCCCC)OC(CCCN(CCO)CCCCNC(=O)OC(C)(C)C)=O